ClC=1C=C(C=CC1)N1N=C(C=C1)C(C(=O)NC1=CC(=NN1)C1CC1)C 2-(1-(3-chlorophenyl)-1H-pyrazol-3-yl)-N-(3-cyclopropyl-1H-pyrazol-5-yl)propanamide